NC1=NC=NN2C1=C(C=C2C=2C=C(C(=NC2)OC)C(=O)NC2CN(CC2F)CC2CC(C2)(F)F)C(F)(F)F 5-[4-amino-5-(trifluoromethyl)pyrrolo[2,1-f][1,2,4]triazin-7-yl]-N-{1-[(3,3-difluorocyclobutyl)methyl]-4-fluoropyrrolidin-3-yl}-2-methoxypyridine-3-carboxamide